ClCCC1=C(N=C2N(C1=O)CCCC2O)C 3-(2-chloroethyl)-9-hydroxy-2-methyl-6,7,8,9-tetrahydro-4H-pyrido[1,2-a]pyrimidin-4-one